C(C)(C)(C)OC(N[C@@H]1C2=CC(=CC=C2CC12CCNCC2)F)=O (S)-(5-fluoro-1,3-dihydro-spiro[inden-2,4'-piperidin]-3-yl)carbamic acid tert-butyl ester